(R*)-N5-Cyclopropyl-3-(3-fluorophenyl)-N7-methyl-2,3-dihydrobenzofuran-5,7-dicarboxamid C1(CC1)NC(=O)C=1C=C(C2=C([C@H](CO2)C2=CC(=CC=C2)F)C1)C(=O)NC |o1:11|